methyl (E)-[4-[3-[4-[3-(4-hydroxypiperidin-1-yl)propynyl]phenyl]-3-[4-(trifluoromethylsulfanyl)phenyl]allyloxy]-2-methylphenoxy]acetate OC1CCN(CC1)CC#CC1=CC=C(C=C1)\C(=C/COC1=CC(=C(OCC(=O)OC)C=C1)C)\C1=CC=C(C=C1)SC(F)(F)F